COC=1C=C(C=CC1)N1CC(C1)CO (1-(3-methoxyphenyl)azetidin-3-yl)methanol